1-(2-(5-fluoro-1H-indol-3-yl)ethyl)-4-(methoxymethyl)-N-phenylpiperidin-4-amine FC=1C=C2C(=CNC2=CC1)CCN1CCC(CC1)(NC1=CC=CC=C1)COC